4-methoxy-2-((6-(4-((2-methoxy-4-(trifluoromethyl)benzyl)oxy)pyrimidin-2-yl)-3-azabicyclo[4.1.0]heptan-3-yl)methyl)-1-(((S)-oxetan-2-yl)methyl)-1H-benzo[d]imidazole-6-carboxylic acid COC1=CC(=CC=2N(C(=NC21)CN2CC1CC1(CC2)C2=NC=CC(=N2)OCC2=C(C=C(C=C2)C(F)(F)F)OC)C[C@H]2OCC2)C(=O)O